N1N=CC(=C1)C1=CNC2=C(C=CC=C12)NC(C(C=1C=NC=CC1)N)=O N-(3-(1H-pyrazol-4-yl)-1H-indol-7-yl)-2-amino-2-(pyridin-3-yl)acetamide